Cl.Cl.Cl.O1CCN(CC1)CCN1C2COCC1CNC2 9-(2-morpholinoethyl)-3-oxa-7,9-diazabicyclo[3.3.1]nonane trihydrochloride